C1=CC=CC=2C3=CC=CC=C3N(C12)CCCCOP(O)(O)=O [4-(9H-carbazole-9-yl)butyl]phosphoric acid